ClC=1C=C(C=C(C1)C)NC(=O)C1(C(=NN(C1=O)C1=CC=C(C=C1)OC(F)F)C)C N-(3-chloro-5-methyl-phenyl)-1-[4-(difluoromethoxy)phenyl]-3,4-dimethyl-5-oxo-pyrazole-4-carboxamide